((N-tert-butoxycarbonyl-2-methyl-1,4-diazacycloheptan-1-yl)sulfonyl)isoquinoline C(C)(C)(C)OC(=O)N1CC(N(CCC1)S(=O)(=O)C1=NC=CC2=CC=CC=C12)C